2,6-Difluoro-3-(5-fluoro-1-methyl-6-(methyl(tetrahydro-2H-pyran-4-yl)amino)-1H-indazol-3-yl)-5-(trifluoromethyl)phenol FC1=C(C(=C(C=C1C1=NN(C2=CC(=C(C=C12)F)N(C1CCOCC1)C)C)C(F)(F)F)F)O